C(C)(C)(C)OC(=O)N1C(N([C@@H](C1)C(N(C)C1=C(C(=C(C=C1)F)Cl)F)=O)C1=CC(=C2C(=N1)OC=C2)C(F)(F)F)=O (S)-4-((3-chloro-2,4-difluorophenyl)(methyl)carbamoyl)-2-oxo-3-(4-(trifluoromethyl)furo[2,3-b]pyridin-6-yl)imidazolidine-1-carboxylic acid tert-butyl ester